COC1CC(C1)(C1=NN=CN1C)C=1C=C(C=C(C1)C)N1C(C2=CC(=CC(=C2C1)C(F)(F)F)CNC1(CCC1)C)=O 2-(3-((1s,3s)-3-methoxy-1-(4-methyl-4H-1,2,4-triazol-3-yl)cyclobutyl)-5-methylphenyl)-6-(((1-methylcyclobutyl)amino)methyl)-4-(trifluoromethyl)isoindolin-1-one